O=C1N(C(CCC1)=O)C12C(C(=O)NC1=O)C=CC(=C2)[N+](=O)[O-] 2-(2,6-dioxopiperidine-yl)-4-nitrophthalimide